C(#N)[C@]1([C@H](C1)F)C(=O)O |r| rac-(1S,2S)-1-cyano-2-fluorocyclopropane-1-carboxylic acid